1-((3,3-Difluoro-1-methylcyclobutyl)methyl)-3-(3-fluorobicyclo[1.1.1]pentan-1-yl)-N-(3-(methylthio)phenyl)-4-(trifluoromethyl)-1H-pyrazole-5-carboxamide FC1(CC(C1)(C)CN1N=C(C(=C1C(=O)NC1=CC(=CC=C1)SC)C(F)(F)F)C12CC(C1)(C2)F)F